FC1(C2CC(CC12)C(NC(=O)C1=NON=C1C)C=1N=C2N(N=CC(=C2)CN2C(N[C@@H](C2)C(F)(F)F)=O)C1)F N-((6,6-difluorobicyclo[3.1.0]hex-3-yl)(7-(((S)-2-oxo-4-(trifluoromethyl)imidazolin-1-yl)methyl)imidazo[1,2-b]pyridazin-2-yl)methyl)-4-methyl-1,2,5-oxadiazole-3-carboxamide